methallylsulfonic acid C(C(C)=C)S(=O)(=O)O